CC(COCCCCC)(COCCCCC)C 2,2-dimethyl-1,3-bis(pentyloxy)propane